tert-butyl-2-(7'-fluoro-2'-oxospiro[cyclopropane-1,3'-indolin]-5'-yl)piperidine-1-carboxylate C(C)(C)(C)OC(=O)N1C(CCCC1)C=1C=C2C3(C(NC2=C(C1)F)=O)CC3